1-[4-(cyanomethyl)-1-[[4-(1-ethylpyrazol-3-yl)-2-fluoro-phenyl]methyl]-3-fluoro-4-piperidyl]-3-(cyclopropanecarbonylamino)pyrazole-4-carboxamide C(#N)CC1(C(CN(CC1)CC1=C(C=C(C=C1)C1=NN(C=C1)CC)F)F)N1N=C(C(=C1)C(=O)N)NC(=O)C1CC1